O1CC[C@@H](C2=CC=CC=C12)NC(=O)C=1C=C(C=CC1)C(CC[NH+]1CCCC1)N1C(NC(CC1=O)(CC)CC)=[NH2+] [1-[1-[3-[[(4S)-chroman-4-yl]carbamoyl]phenyl]-3-pyrrolidin-1-ium-1-yl-propyl]-4,4-diethyl-6-oxo-hexahydropyrimidin-2-ylidene]ammonium